N1CC(C1)NC=1C=CC(=C(C(=O)N[C@H](C)C2=CC(=CC=C2)C=2SC(=CC2)CNC2C(NCC2)=O)C1)C 5-(azetidin-3-ylamino)-2-methyl-N-((1R)-1-(3-(5-(((2-oxopyrrolidin-3-yl)amino)methyl)thiophen-2-yl)phenyl)ethyl)benzamide